benzyl (2S)-4-(7-chloro-8-fluoro-2-(((2R,7aS)-2-fluorotetrahydro-1H-pyrrolizin-7a(5H)-yl)methoxy)pyrido[4,3-d]pyrimidin-4-yl)-2-methylpiperidine-1-carboxylate ClC1=C(C=2N=C(N=C(C2C=N1)C1C[C@@H](N(CC1)C(=O)OCC1=CC=CC=C1)C)OC[C@]12CCCN2C[C@@H](C1)F)F